ethyl 5-((propionyloxy) methyl)furan-2-carboxylate C(CC)(=O)OCC1=CC=C(O1)C(=O)OCC